FC(S(=O)(=O)OC1CN(CCC1)CC=1C=C2C(N(C(C2=CC1)=O)C1C(NC(CC1)=O)=O)=O)(F)F 1-((2-(2,6-dioxopiperidin-3-yl)-1,3-dioxoisoindolin-5-yl)methyl)piperidin-3-yl trifluoromethanesulfonate